C(C)N1N=C(C=C1C=1NC(=NN1)C1=C2C=NN(C2=CC(=C1)C(=O)N)CC1CCCN2CCCCC12)C 4-[5-(1-ethyl-3-methyl-1H-pyrazol-5-yl)-4H-1,2,4-triazol-3-yl]-1-[(octahydro-2H-quinolizin-1-yl)methyl]-1H-indazole-6-carboxamide